BrC1=CC=C(C=C1)[C@@H](C(F)F)N(C(=O)C1CCS(CC1)(=O)=O)C N-[(1S)-1-(4-bromophenyl)-2,2-difluoro-ethyl]-N-methyl-1,1-dioxo-thiane-4-carboxamide